FC=1C(=C(C=CC1F)[C@H]1[C@@H](O[C@]([C@H]1C)(C(F)(F)F)C)C(=O)NC1=CC(=[N+](C=C1)[O-])/C(/N)=N/O)OC 4-((2R,3S,4S,5R)-3-(3,4-difluoro-2-methoxyphenyl)-4,5-dimethyl-5-(trifluoromethyl)tetrahydrofuran-2-carboxamido)-2-((Z)-N'-hydroxycarbamimidoyl)pyridine 1-oxide